C(=O)(OC(C)(C)C)N1C[C@@H]([C@@H](CC1)N)F (3S,4R)-N-Boc-4-amino-3-fluoropiperidine